C(C)OC1=C(C(=CC=C1)OC)S(=O)(=O)N 2-Ethoxy-6-methoxybenzenesulfonamide